C(C)(C)(C)OC(N(CCC1=CC(=CC=C1)OC1=CC=CC=C1)CCCN1C(C2=CC=CC=C2C1=O)=O)=O tert-butyl-(3-(1,3-dioxoisoindolin-2-yl)propyl)(3-phenoxyphenethyl)carbamate